4-Fluoro-N-(1-(5-(4-(trifluoromethyl)picolinoyl)-5,6,7,8-tetrahydro-1,5-naphthyridin-2-yl)ethyl)benzamid FC1=CC=C(C(=O)NC(C)C2=NC=3CCCN(C3C=C2)C(C2=NC=CC(=C2)C(F)(F)F)=O)C=C1